CNC1=NC(=O)N(C=C1)[C@H]2[C@@H]([C@@H]([C@H](O2)CO)O)O N-4-methylcytidine